NC(C(C)(C)C)C(=O)O tertiary-butylglycine